(3Z)-1-Allyl-7-bromo-3-[(dimethylamino)methylen]-1H-2,1-benzothiazin-4(3H)-on-2,2-dioxid C(C=C)N1S(\C(\C(C2=C1C=C(C=C2)Br)=O)=C/N(C)C)(=O)=O